[(3aS,4R,6R,6aR)-4-amino-2,2-dimethyl-4,5,6,6a-tetrahydro-3aH-cyclopenta[d][1,3]dioxol-6-yl]methanol N[C@@H]1C[C@@H]([C@H]2OC(O[C@H]21)(C)C)CO